N1=CC=C(C=C1)C=1SC2=C(N1)C=CC=C2 2-(pyridin-4-yl)benzo[d]thiazole